5-chloro-3-((3-cyanopyrrolidin-1-yl)methyl)-2-methoxy-N-(6-(trifluoromethyl)pyridine-3-yl)benzamide ClC=1C=C(C(=C(C(=O)NC=2C=NC(=CC2)C(F)(F)F)C1)OC)CN1CC(CC1)C#N